5,5',5''-(5-(4,5-diphenyl-9H-carbazol-9-yl)-4-(o-tolyl)pyridine-2,3,6-triyl)tris(5H-pyrido[4,3-b]indole) C1(=CC=CC=C1)C1=CC=CC=2N(C3=CC=CC(=C3C12)C1=CC=CC=C1)C=1C(=C(C(=NC1N1C2=C(C=3C=CC=CC13)C=NC=C2)N2C1=C(C=3C=CC=CC23)C=NC=C1)N1C2=C(C=3C=CC=CC13)C=NC=C2)C2=C(C=CC=C2)C